C(C)N(C(=O)N[C@H](C(F)(F)F)CCC(F)(F)F)[C@H](C(F)(F)F)C1=CC(=C(C=C1)OC)C=1C=CC=2N(C1)C=CN2 1-ethyl-3-((S)-1,1,1,5,5,5-hexafluoropentan-2-yl)-1-((S)-2,2,2-trifluoro-1-(3-(imidazo[1,2-a]pyridin-6-yl)-4-methoxyphenyl)ethyl)urea